O1[C@@H](C1)COC1=CC=C(C(=O)OCC2=CC=CC=C2)C=C1 (S)-Benzyl 4-(oxiran-2-ylmethoxy)benzoate